ClC1=CC=C(C=C1)CC(C)=O 1-(4'-chlorophenyl)propan-2-one